COC(C1CCN(CC1)C1=CC=C(C=C1)C1C(NC(CC1)=O)=O)OC 3-[4-[4-(dimethoxymethyl)-1-piperidinyl]phenyl]piperidine-2,6-dione